METHYLVINYL KETONE CC(=O)C=C